NC1=CC(=NO1)C1CCN(CC1)C(=O)C1=CC=C(C#N)C=C1 4-(4-(5-aminoisoxazol-3-yl)piperidine-1-carbonyl)benzonitrile